CC(CCCOCCOCC#C)(C)[N+](=O)[O-] 4-methyl-4-nitro-1-(2-prop-2-ynoxyethoxy)pentane